C(=C=C)C12N(C=3C=CC=CC3C1=O)CCC2 9a-(Propa-1,2-dien-1-yl)-2,3-dihydro-1H-pyrrolo[1,2-a]indol-9(9aH)-one